2,2,2-trichloroethyl (E)-(1-(6-methyl-4,8-dioxo-1,3,6,2-dioxazaborocan-2-yl)-4-(naphthalen-1-yl)but-2-en-1-yl)sulfamate CN1CC(OB(OC(C1)=O)C(\C=C\CC1=CC=CC2=CC=CC=C12)NS(OCC(Cl)(Cl)Cl)(=O)=O)=O